C(C1=CC=CC=C1)N1C(C(C2=CC=CC=C12)(CC(C1=CC=C(C=C1)CCCCC)=O)O)=O 1-benzyl-3-hydroxy-3-(2-oxo-2-(4-pentylphenyl)ethyl)indol-2-one